9-[1-[(2-bromo-6-chloro-3-pyridyl)amino]ethyl]-3-ethyl-4,7-dimethyl-pyrazolo[3,4-c]isoquinolin-5-one BrC1=NC(=CC=C1NC(C)C=1C=2C3=C(N(C(C2C=C(C1)C)=O)C)N(N=C3)CC)Cl